C(C(C)(C)C)(=O)O[C@H]1CN(CC=C1)C1CC(CCC1)C (R)-1-(3-methylcyclohexyl)-1,2,3,6-tetrahydropyridin-3-yl pivalate